3'-((6-((1-Acryloylazetidin-3-yl)oxy)-7-methoxyquinazolin-4-yl)amino)-4-fluoro-4'-methoxy-[1,1'-biphenyl]-3-carbonitrile C(C=C)(=O)N1CC(C1)OC=1C=C2C(=NC=NC2=CC1OC)NC=1C=C(C=CC1OC)C1=CC(=C(C=C1)F)C#N